C1(=CC=CC=C1)C(=O)C=1N=C2N(N1)[C@@H](C[C@@H]2F)C2=CC=CC=C2 |r| phenyl-[rac-(5S,7S)-7-fluoro-5-phenyl-6,7-dihydro-5H-pyrrolo[1,2-b][1,2,4]triazol-2-yl]methanone